CC1=CC=C(C=C1)C1=CC=C(C=N1)C=O 6-(4-methylphenyl)-pyridine-3-formaldehyde